4-[[2-(4-chloro-3-hydroxy-phenyl)acetyl]amino]-N-(4-cyanotetrahydropyran-4-yl)pyridine-2-carboxamide nonane-1,9-diyl-bis(bicyclo[2.2.1]hept-5-ene-2-carboxylate) C(CCCCCCCCC12C(CC(C=C1)C2)C(=O)O)C21C(CC(C=C2)C1)C(=O)O.ClC1=C(C=C(C=C1)CC(=O)NC1=CC(=NC=C1)C(=O)NC1(CCOCC1)C#N)O